CC1(CN(CC1C=CC1=CC=C(C=C1)C(F)(F)F)C(=O)OC(C)(C)C)C tert-butyl 3,3-dimethyl-4-(4-(trifluoromethyl)styryl)pyrrolidine-1-carboxylate